CC=1NC(=C(N1)C)CC 2,4-dimethyl-5-ethylimidazole